(2-((1-(4-chloro-2-fluorophenyl)piperidin-4-yl)amino)ethyl)carbamic acid tert-butyl ester C(C)(C)(C)OC(NCCNC1CCN(CC1)C1=C(C=C(C=C1)Cl)F)=O